2-Benzyl-4-(3,5-dichlorophenyl)imidazole C(C1=CC=CC=C1)C=1NC=C(N1)C1=CC(=CC(=C1)Cl)Cl